O=C1NC(CCC1N1C(C2=CC=C(C=C2C1)C#CCC=1C(=NC=CC1)C(=O)N)=O)=O (3-(2-(2,6-dioxopiperidin-3-yl)-1-oxoisoindolin-5-yl)prop-2-yn-1-yl)picolinamide